4-(bicyclo[1.1.1]pentan-1-ylamino)-(3-methoxy-2,2-dimethylpropoxy)-N-(5-(5-methyl-1H-pyrazol-1-yl)-1,3,4-thiadiazol-2-yl)-2-oxo-2H-pyran-6-carboxamide C12(CC(C1)C2)NC2=C(C(OC(=C2)C(=O)NC=2SC(=NN2)N2N=CC=C2C)=O)OCC(COC)(C)C